ClC(=O)Cl chloroformic acid chloride